dimethyl 5-[[tert-butyl(dimethyl)silyl]oxymethyl]benzene-1,3-dicarboxylate [Si](C)(C)(C(C)(C)C)OCC=1C=C(C=C(C1)C(=O)OC)C(=O)OC